CC1(N2CCOC3=C(SC(C(N1)=O)=C32)C=3C=NNC3)C 6,6-dimethyl-2-(1H-pyrazol-4-yl)-4,5,6,7-tetrahydro-8H-3-oxa-1-thia-5a,7-diazaacenaphthylen-8-one